C(CCCCCCC)C(CCCCCCCC)OC(CCCCCCCOC(=O)[C@H]1N(C[C@@H](C1)OC(CCN(C)C)=O)CCCCCC(OCCCCCCCCCCC)=O)=O [8-(1-octylnonoxy)-8-oxo-octyl](2S,4R)-4-[3-(dimethylamino)propanoyloxy]-1-(6-oxo-6-undecoxy-hexyl)pyrrolidine-2-carboxylate